C(C)(C)N(C(C)C)PCl N,N-diisopropylaminochlorophosphine